(4-Methoxyphenyl)-[4-(4-phenylbutyl)piperazin-1-yl]methanone COC1=CC=C(C=C1)C(=O)N1CCN(CC1)CCCCC1=CC=CC=C1